ClC1=C(C=CC(=C1)F)/C(=C/C(=O)[O-])/O (Z)-3-(2-chloro-4-fluorophenyl)-3-hydroxyacrylate